7-[1-(3-Chlorophenyl)-3-ethoxycarbonyl-7-oxo-4,5-dihydropyrazolo[3,4-c]pyridin-6-yl]-5-methoxy-3,4-dihydro-1H-isoquinoline-2-carboxylic acid tert-butyl ester C(C)(C)(C)OC(=O)N1CC2=CC(=CC(=C2CC1)OC)N1C(C2=C(CC1)C(=NN2C2=CC(=CC=C2)Cl)C(=O)OCC)=O